Cl.ClC1=CC=C(C=C1)[C@H](C(F)(F)F)N (R)-1-(4-chlorophenyl)-2,2,2-trifluoroethan-1-amine hydrochloride